4-ethoxy-N-(2-methyl-2H-indazol-5-yl)-2-(piperazin-1-yl)pyrimidine-5-carboxamide C(C)OC1=NC(=NC=C1C(=O)NC1=CC2=CN(N=C2C=C1)C)N1CCNCC1